CC=1N=C(C2=C(N1)OC=C2C(=O)NCCC2=CC=CC=C2)NC2(CC2)C methyl-4-[(1-methylcyclopropyl)amino]-N-(2-phenylethyl)furo[2,3-d]pyrimidine-5-carboxamide